ClC=1C=C(C=C(C1CC=1OC(N(N1)C1CCOCC1)=O)Cl)N1N=C(C(NC1=O)=O)C#N 2-(3,5-dichloro-4-((5-oxo-4-(tetrahydro-2H-pyran-4-yl)-4,5-dihydro-1,3,4-oxadiazol-2-yl)methyl)phenyl)-3,5-dioxo-2,3,4,5-tetrahydro-1,2,4-triazine-6-carbonitrile